C(#N)C=1C=NN2C1C(=CC(=C2)C=2C(=NN(C2)C2CCC(CC2)NC(C)=O)C)SC2=NC=CC=C2F N-((1s,4s)-4-(4-(3-cyano-4-((3-fluoropyridin-2-yl)thio)pyrazolo[1,5-a]pyridin-6-yl)-3-methyl-1H-pyrazol-1-yl)cyclohexyl)acetamide